NC(C(=O)[O-])C(C)(C)NC(=O)OC(C)(C)C 2-amino-3-((tert-butoxycarbonyl)amino)-3-methylbutanoate